IC1(OCC(O1)CN(C)C)I 2,2-diiodo-4-dimethylaminomethyl-dioxolane